FC=1C=C(C=CC1F)S(=O)(=O)N1CCNC2=CC(=CC=C12)OC 1-((3,4-difluorophenyl)sulfonyl)-6-methoxy-1,2,3,4-tetrahydroquinoxaline